C(C)(C)(C)N(C(O)=O)C=1C=CC=2N(C1)N=C(C2C#N)C2=CC=CC=C2.FC=2C=C(C(=O)NC)C=C(C2)C(C)N2C(C1=CC=C(C=C1C=C2)C=2C(=NOC2)C)=O 3-fluoro-N-methyl-5-(1-(6-(3-methylisoxazol-4-yl)-1-oxoisoquinolin-2(1H)-yl)ethyl)benzamide tert-butyl-(3-cyano-2-phenylpyrazolo[1,5-a]pyridin-6-yl)carbamate